N-(2,2'-dichloro-3'-(5-((3-hydroxyazetidin-1-yl)methyl)-6-methoxypyridin-2-yl)-[1,1'-biphenyl]-3-yl)-1,5-dimethyl-4,5,6,7-tetrahydro-1H-imidazo[4,5-c]pyridine-2-carboxamide ClC1=C(C=CC=C1NC(=O)C=1N(C2=C(CN(CC2)C)N1)C)C1=C(C(=CC=C1)C1=NC(=C(C=C1)CN1CC(C1)O)OC)Cl